C1(=CC=CC=C1)C1=NC(=NC(=N1)C1=CC=CC=C1)N1C2=CC=CC=C2C2=CC=C3C(=C12)NC=1C=CC=CC13 11-(4,6-diphenyl-1,3,5-triazin-2-yl)-11,12-dihydroindolo[2,3-a]carbazole